trans-4-(1-((5-methoxy-7-methyl-1H-indol-4-yl)methyl)-4-(sulfamoylamino)piperidin-2-yl)benzoic acid COC=1C(=C2C=CNC2=C(C1)C)CN1[C@H](C[C@@H](CC1)NS(N)(=O)=O)C1=CC=C(C(=O)O)C=C1